4-isobutoxy-1-methyl-5-(1-(1-phenylethyl)-1H-pyrazol-4-yl)pyridine C(C(C)C)OC1=CCN(C=C1C=1C=NN(C1)C(C)C1=CC=CC=C1)C